4-{6-chloro-4-[(1S,6r)-3,9-diazabicyclo[4.2.1]non-3-yl]-8-fluoro-2-{[(2S)-1-methylpyrrolidin-2-yl]methoxy}quinazolin-7-yl}naphthalen-2-ol ClC=1C=C2C(=NC(=NC2=C(C1C1=CC(=CC2=CC=CC=C12)O)F)OC[C@H]1N(CCC1)C)N1C[C@@H]2CC[C@H](CC1)N2